5-(trans-2-octenyl)-dihydroxybenzoic acid C(\C=C\CCCCC)C=1C=C(C(=C(C(=O)O)C1)O)O